C1(=CC(=CC=C1)N1CCN(CC1)C(=O)C1=CC(=C(C=C1)S(=O)CC(=O)OCC)[N+](=O)[O-])C1=CC=CC=C1 Ethyl 2-((4-(4-([1,1'-biphenyl]-3-yl)piperazine-1-carbonyl)-2-nitrophenyl)sulfinyl)acetate